C(C)C1=C(C=CC(=N1)N1CCC(CC1)N1CC(C(C1)OC)N)C=1C=C(C=2N(C1)C=CN2)C 1-[1-[6-ethyl-5-(8-methylimidazo[1,2-a]pyridin-6-yl)-2-pyridyl]-4-piperidyl]-4-methoxy-pyrrolidin-3-amine